ClC=1C=CC(=C(C1)/C=C/C(=O)OC(C)(C)C)N1N=CN=C1 (E)-tert-Butyl 3-(5-chloro-2-(1H-1,2,4-triazol-1-yl)phenyl)acrylate